C(O)(O)=O.OCC(C(CO)O)O 1,2,3,4-tetrahydroxybutane carbonate